C(C)C1N(CCC(C1)C(=O)NC1CCC(CC1)(C(F)(F)F)O)C(=O)C1=NNC(=C1)C1=CC(=NC=C1F)OC 2-ethyl-1-(5-(5-fluoro-2-methoxypyridin-4-yl)-1H-pyrazole-3-carbonyl)-N-((1R,4R)-4-hydroxy-4-(trifluoromethyl)cyclohexyl)piperidine-4-carboxamide